O1C2(OCC1)CC1(CC1CC2)CO Racemic-spiro[bicyclo[4.1.0]heptane-3,2'-[1,3]dioxolan]-1-yl-methanol